COC1=CC=C(C=C1)C1=NOC(=N1)N1CCC(CC1)C(=O)NC(C)C1OCCCC1 1-(3-(4-Methoxyphenyl)-1,2,4-oxadiazol-5-yl)-N-(1-(tetrahydro-2H-pyran-2-yl)ethyl)piperidine-4-carboxamide